N'1,N'12-Bis(2-hydroxybenzoyl)dodecanedihydrazide C1=CC=C(C(=C1)C(=O)NNC(=O)CCCCCCCCCCC(=O)NNC(=O)C2=CC=CC=C2O)O